2-{[(S)-3-methyl-1-piperidyl]methyl}-4-cyclopropyl-6-(6-cyclopropyl-4-{4-fluoro-2-[(2-methyl-1-azetidinyl)carbonyl]phenyl}-2-pyridyl)-1,6-dihydro-1,6-diaza-7-indenone C[C@@H]1CN(CCC1)CC=1NC=2C(N(C=C(C2C1)C1CC1)C1=NC(=CC(=C1)C1=C(C=C(C=C1)F)C(=O)N1C(CC1)C)C1CC1)=O